2-(1-methylpyrazol-3-yl)thiazol-4-amine CN1N=C(C=C1)C=1SC=C(N1)N